BrC=1C=2C=CN=C3C2C(=C(C1)N)C(N3CC3=CC=C(C=C3)OC)C3=C(C=CC(=C3)F)Cl 5-Bromo-2-(2-chloro-5-fluorophenyl)-1-(4-methoxybenzyl)-1,2-dihydropyrrolo[4,3,2-ij]isoquinolin-3-amine